{3-[(cyclobutyloxy)methyl][1,4'-bipiperidine]-1'-yl}{2-[methyl(pyridin-2-ylmethyl)amino]-1,3-thiazol-5-yl}methanone C1(CCC1)OCC1CN(CCC1)C1CCN(CC1)C(=O)C1=CN=C(S1)N(CC1=NC=CC=C1)C